(R)-2-methyl-N-((3S,4S)-3-methyl-2-oxa-8-azaspiro[4.5]dec-4-yl)-propane-2-sulfinamide CC(C)(C)[S@@](=O)N[C@@H]1[C@@H](OCC12CCNCC2)C